Tert-butyl 6-(2,6-dichloro-4-nitrophenoxy)-4-methyl-3,4-dihydropyrano[3,4-b]indole-9(1H)-carboxylate ClC1=C(OC=2C=C3C4=C(N(C3=CC2)C(=O)OC(C)(C)C)COCC4C)C(=CC(=C1)[N+](=O)[O-])Cl